F[B-](F)(F)F.C1CCC[N+]12CCCC2 5-Azoniaspiro[4.4]nonane Tetrafluoroborate